L-alanine sodium salt [Na+].N[C@@H](C)C(=O)[O-]